C1(CC1)N1N=CC(=C1)C1=CN=C2N1N=C(C=C2NCC2=NC1=C(N2)C=CC(=C1F)F)N1CCN(CC1)C 3-(1-cyclopropyl-1H-pyrazol-4-yl)-N-((4,5-difluoro-1H-benzo[d]imidazol-2-yl)methyl)-6-(4-methylpiperazin-1-yl)imidazo[1,2-b]pyridazin-8-amine